rac-(2r,3s,4s,5r)-3-(3,4-difluoro-2-hydroxyphenyl)-4,5-dimethyl-5-(trifluoromethyl)tetrahydrofuran-2-carboxylic acid FC=1C(=C(C=CC1F)[C@H]1[C@@H](O[C@]([C@H]1C)(C(F)(F)F)C)C(=O)O)O |r|